C(C)C(C(=O)OCC)(C(C(=O)OCC)(C(C)C)CC)C(C)C diethyl 2,3-diethyl-2,3-diisopropylsuccinate